CC(C1=C(C(=CC(=C1)C)C(C)(C)C)O)(C=1C(C(C=C(C1)C)(C(C)(C)C)O)O)CCCC methyl-butyl-6-hydroxy-2,2'-methylenebis(4-methyl-6-tert-butylphenol)